5-methylsulfinylfuran CS(=O)C1=CC=CO1